bismuth trisacetate C(C)(=O)[O-].C(C)(=O)[O-].C(C)(=O)[O-].[Bi+3]